2-cyano-4-methyl-4-(4-(oxetan-3-yl)piperazin-1-yl)pent-2-enoic acid C(#N)C(C(=O)O)=CC(C)(N1CCN(CC1)C1COC1)C